7-(1,3-dimethyl-1H-pyrazol-4-yl)-3,4-dihydropyrido[4,3-d]pyrimidin-2(1H)-one CN1N=C(C(=C1)C1=CC=2NC(NCC2C=N1)=O)C